(4-vinylphenyl)-methanone C(=C)C1=CC=C(C=C1)C=O